Methyl 2-(1-cyclobutyl-1H-pyrazol-4-yl)-5-[({1-[4-(trifluoromethoxy) phenyl]cyclopropyl}carbonyl) amino]benzoate C1(CCC1)N1N=CC(=C1)C1=C(C(=O)OC)C=C(C=C1)NC(=O)C1(CC1)C1=CC=C(C=C1)OC(F)(F)F